[4-[[3-[4-(difluoromethoxy)phenyl]imidazo[1,2-a]pyrazin-8-yl]amino]-2-methylphenyl]-[4-[2-(methylaminomethyl)morpholine-4-carbonyl]piperazin-1-yl]methanone hydrochloride Cl.FC(OC1=CC=C(C=C1)C1=CN=C2N1C=CN=C2NC2=CC(=C(C=C2)C(=O)N2CCN(CC2)C(=O)N2CC(OCC2)CNC)C)F